C(C=C)(=O)OCCC1(C(=O)O)C(C(=O)O)CCCC1.O[C@H]([C@H](N)C(=O)O)C (2S,3S)-3-hydroxybutyrine acryloxyethyl-hexahydrophthalate